C(=S)(F)F THIOCARBONYLFLUORID